vinyldimethoxy-lauroxysilane Ethyl-2-(2-chloropyrimidin-5-yl)acetate C(C)OC(CC=1C=NC(=NC1)Cl)=O.C(=C)[Si](OCCCCCCCCCCCC)(OC)OC